6-((6-cyclopropylpyridin-2-yl)amino)-4-((3-fluoro-2-methoxyphenyl)amino)-2-methyl-1,2-dihydro-3H-pyrazolo[3,4-b]pyridin-3-one C1(CC1)C1=CC=CC(=N1)NC1=CC(=C2C(=N1)NN(C2=O)C)NC2=C(C(=CC=C2)F)OC